ClC1=CC(=C(C(=O)C2=C(C3=C(S2)C=C(C=C3)O)OC3=CC=C(C=C3)/C=C/C(=O)O)C(=C1)C)C (E)-3-(4-((2-(4-Chloro-2,6-dimethylbenzoyl)-6-hydroxybenzo[b]thiophen-3-yl)oxy)phenyl)acrylic acid